CC(C(=O)N1CC2=C(CCC1)C=CC=C2)(CC)C 2,2-dimethyl-1-(1,3,4,5-tetrahydro-2-benzazepin-2-yl)butan-1-one